methyl N-{14-[(2-{2-[2-(2-azidoethoxy)ethoxy]ethoxy}ethyl)(2-{2-[2-(2-{[(tert-butoxy)carbonyl]amino}ethoxy)ethoxy]ethoxy}ethyl)carbamoyl]-3,6,9,12-tetraoxatetradecan-1-yl}carbamate N(=[N+]=[N-])CCOCCOCCOCCN(C(=O)CCOCCOCCOCCOCCNC(OC)=O)CCOCCOCCOCCNC(=O)OC(C)(C)C